tert-butyl (2R,4R)-2-methyl-4-[methyl([6-[7-(pyrazol-1-yl)-3-[[2-(trimethylsilyl)ethoxy]methyl]-1,2,3-benzotriazol-4-yl]pyridazin-3-yl])amino]piperidine-1-carboxylate C[C@H]1N(CC[C@H](C1)N(C=1N=NC(=CC1)C1=CC=C(C=2N=NN(C21)COCC[Si](C)(C)C)N2N=CC=C2)C)C(=O)OC(C)(C)C